FC(OC=1C=C(C=CC1)C1=NC(=NO1)[C@@H]1CC12CCN(CC2)S(=O)(=O)N)F (1R)-1-{5-[3-(Difluoromethoxy)phenyl]-1,2,4-oxadiazol-3-yl}-6-azaspiro[2.5]octan-6-sulfonamid